(S)-2-(3-((t-butoxycarbonyl)amino)-2-oxobutyl)-3-chlorobenzoic acid C(C)(C)(C)OC(=O)N[C@H](C(CC1=C(C(=O)O)C=CC=C1Cl)=O)C